trans-2-((4-(5-Methyl-4-(p-tolyl)-4H-1,2,4-triazol-3-yl)cyclohexyl)oxy)pyridine CC=1N(C(=NN1)[C@@H]1CC[C@H](CC1)OC1=NC=CC=C1)C1=CC=C(C=C1)C